C(C1=CC=CC=C1)N1C=C(C2=C(C=CC=C12)F)[C@@H](C1CCC(N1)=O)F 5-((S)-(1-benzyl-4-fluoro-1H-indol-3-yl)fluoromethyl)pyrrolidin-2-one